ClC1=CN=C(S1)NC(C(C1=CC=C(C=C1)C=1C=NC=NC1)C1CC(CC1)(F)F)=O rac-N-(5-Chlorothiazol-2-yl)-2-(3,3-difluorocyclopentyl)-2-(4-(pyrimidin-5-yl)phenyl)acetamide